3-bromo(1,1'-biphenyl)-2-amine BrC1=C(C(=CC=C1)C1=CC=CC=C1)N